tert-butyl (3-iodopyridin-2-yl)(tert-butoxycarbonyl)carbamate IC=1C(=NC=CC1)N(C(OC(C)(C)C)=O)C(=O)OC(C)(C)C